O=C1NC(CCC1N1C(C2=CC=CC(=C2C1)CCNC(C(C1=CC=C(C=C1)C1(CC1)C(F)(F)F)=O)=O)=O)=O N-(2-(2-(2,6-dioxopiperidin-3-yl)-1-oxoisoindolin-4-yl)ethyl)-2-oxo-2-(4-(1-(trifluoro-methyl)cyclopropyl)phenyl)acetamide